CN(C1=CC=C2C(=N1)C(=CS2)C2=CC=NC=C2)C2=NN(C=C2)C N-methyl-N-(1-methyl-1H-pyrazol-3-yl)-3-(pyridin-4-yl)thieno[3,2-b]pyridin-5-amine